5-((R)-2-(5-fluoropyridin-3-yl)pyrrolidin-1-yl)-N-((cis)-4-hydroxycyclohexyl)pyrazolo[1,5-a]pyrimidine-3-carboxamide FC=1C=C(C=NC1)[C@@H]1N(CCC1)C1=NC=2N(C=C1)N=CC2C(=O)N[C@@H]2CC[C@@H](CC2)O